FC1=C(OC2=C(C=C(C=C2)NS(=O)(=O)CC(F)(F)F)C2=CC(=[N+](C(=C2)C)[O-])C)C=CC(=C1)F 4-(2-(2,4-Difluorophenoxy)-5-((2,2,2-trifluoroethyl)sulfonylamino)phenyl)-2,6-dimethylpyridine 1-oxide